P(=O)(O)OP(=O)O.C(CCC)C(C(CCCC)(CCCC)CCCC)C tetraButyl-Propane diphosphonate